O1CCC2=C1C=C(C=C2)C(C)N2CCN(CC2)C2=NN=C(S2)C(=O)NC 5-(4-(1-(2,3-dihydrobenzofuran-6-yl)ethyl)piperazin-1-yl)-N-methyl-1,3,4-thiadiazole-2-carboxamide